C(=O)(O)[C@H](CC(=O)C1=CC2=C(S1)C=C(C(=C2)NCCCC2=CC1=C(SC(=C1)C(C[C@@H](C(=O)O)C)=O)C=C2OC)OC)C (S)-4-(5-(3-((2-((S)-3-carboxybutanoyl)-6-methoxybenzo[b]thiophen-5-yl)amino)propyl)-6-methoxybenzo[b]thiophen-2-yl)-2-methyl-4-oxobutanoic acid